BrC1=CC(=C(C=C1)N1CCOC=2C(C1=O)=NN(N2)C)C 7-(4-bromo-2-methylphenyl)-2-methyl-6,7-dihydro-2H-[1,2,3]triazolo-[4,5-f][1,4]oxazepin-8(5H)-one